3-(6-(8,9-dimethyl-4-oxo-4H-pyrimido[1,2-b]pyridazin-7-yl)-5,6,7,8-tetrahydro-1,6-naphthyridin-3-yl)oxazolidin-2-one CC1=C(C=2N(N=C1N1CC=3C=C(C=NC3CC1)N1C(OCC1)=O)C(C=CN2)=O)C